1,1,1,3,3,3-hexafluoropropan-2-yl 1-(3-chloro-5-(pyrrolidin-1-yl) benzyl)-1,8-diazaspiro[4.5]decane-8-carboxylate ClC=1C=C(CN2CCCC23CCN(CC3)C(=O)OC(C(F)(F)F)C(F)(F)F)C=C(C1)N1CCCC1